1-(2-((4-methyl-2-((2-(methylamino)ethyl)carbamoyl)thiophen-3-yl)amino)-2-oxoethyl)-1-(2-oxo-2-((2-(trifluoromethoxy)benzyl)amino)ethyl)azepan-1-ium CC=1C(=C(SC1)C(NCCNC)=O)NC(C[N+]1(CCCCCC1)CC(NCC1=C(C=CC=C1)OC(F)(F)F)=O)=O